NC1=NC=NN2C1=CC=C2[C@H]2[C@@H]([C@@H]([C@@](O2)(C#N)COP(=O)(OC2=CC=CC=C2)N[C@H](C(=O)OCC)CC)O)O (2S)-ethyl 2-(((((2R,3S,4R,5S)-5-(4-aminopyrrolo[2,1-f][1,2,4]triazin-7-yl)-2-cyano-3,4-dihydroxytetrahydrofuran-2-yl)methoxy)(phenoxy)phosphoryl)amino)butanoate